(2s,4r)-2-((1H-1,2,3-triazol-1-yl)methyl)-4-(5-(2-cyclopropylphenyl)oxazol-2-carboxamido)pyrrolidine-1-carboxylic acid tert-butyl ester C(C)(C)(C)OC(=O)N1[C@@H](C[C@H](C1)NC(=O)C=1OC(=CN1)C1=C(C=CC=C1)C1CC1)CN1N=NC=C1